C(C)(C)(C)OC(=O)N1CCC(CC1)CC1=CC(=C(C=C1)C(F)(F)F)C1=CC=CC=C1 4-[[3-phenyl-4-(trifluoromethyl)phenyl]methyl]piperidine-1-carboxylic acid tert-butyl ester